N[C@H](CC1=C(C=2N=NN=C(C2S1)NCC=1SC=CC1)Br)CC1(COC1)F (S)-6-(2-amino-3-(3-fluorooxetan-3-yl)propyl)-7-bromo-N-(thiophen-2-ylmethyl)thieno[3,2-d][1,2,3]triazin-4-amine